C(CCCCN=C=O)N=C=O penta-methylene diisocyanate